P(=O)(O)(O)O.C(CCCCCCCCCCCCC)C(N(CCO)CCO)(CO)CCCCCCCCCCCCCC ditetradecyl-triethanolamine phosphate